tri(3-acryloxypropyl)methoxyzirconium (IV) C(C=C)(=O)OCCC[Zr](OC)(CCCOC(C=C)=O)CCCOC(C=C)=O